3-fluoro-4-[[6-[3-fluoro-4-[[1-(2-methoxyethyl)-6-vinyl-benzimidazol-2-yl]methyl]phenyl]-2-pyridinyl]oxymethyl]benzonitrile FC=1C=C(C#N)C=CC1COC1=NC(=CC=C1)C1=CC(=C(C=C1)CC1=NC2=C(N1CCOC)C=C(C=C2)C=C)F